OC(C)(C1=CN=C(N1)C1=CC(=CC=C1)OC=1C(=C2C=CNC2=CC1)CO)C=1C=C(C=CC1)CCC(=O)OC methyl 3-(3-(1-hydroxy-1-(2-(3-((4-(hydroxymethyl)-1H-indol-5-yl)oxy)phenyl)-1H-imidazol-5-yl)ethyl)phenyl)propanoate